N-[(3S,4S)-1-(carbamoylmethyl)-3-methyl-4-piperidyl]-6-[3-(4-mesyl-2-anisidino)-1-propynyl]-1-(2,2,2-trifluoroethyl)-1H-1,3-benzimidazole-4-carboxamide C(N)(=O)CN1C[C@@H]([C@H](CC1)NC(=O)C1=CC(=CC=2N(C=NC21)CC(F)(F)F)C#CCNC=2C(OC)=CC=C(C2)S(=O)(=O)C)C